O=C1NC(CC[C@@H]1N1C(C2=CC=C(C=C2C1=O)NCC(=O)N1CCC(CC1)COC=1C=C(CNC2=C3N=CN(C3=NC=N2)C2CC(C2)NC(C2=NC(=CC=C2)C)=O)C=CC1)=O)=O N-((1s,3s)-3-(6-((3-((1-((2-(2,6-dioxopiperidin-3-yl)-1,3-dioxoisoindolin-5-yl)glycyl)piperidin-4-yl)methoxy)benzyl)amino)-9H-purin-9-yl)cyclobutyl)-6-methylpicolinamide